N1=C(C=CC=C1)N1N=CC2=CC=CC=C12 1-(pyridine-2-yl)-1H-indazole